(4-amino-3-methoxyphenyl)(3-aminopiperidin-1-yl)methanone NC1=C(C=C(C=C1)C(=O)N1CC(CCC1)N)OC